1-Dodecyl-4-Methylpyridinium fluorid [F-].C(CCCCCCCCCCC)[N+]1=CC=C(C=C1)C